C1(CC1)C=1C=NN2C1N=C(C=C2NCC2=CC=C(C=C2)C2=NC=CC=C2)O[C@H]2CNC[C@@H]2F 3-cyclopropyl-5-(((3S,4S)-4-fluoropyrrolidin-3-yl)oxy)-N-(4-(pyridin-2-yl)benzyl)pyrazolo[1,5-a]pyrimidin-7-amine